(2R)-N-[[3-amino-5-(3,4-difluorophenyl)-6-[3-methylimidazo[1,2-a]pyridin-6-yl]pyrazin-2-yl]methyl]-1-methylpyrrolidine-2-carboxamide NC=1C(=NC(=C(N1)C1=CC(=C(C=C1)F)F)C=1C=CC=2N(C1)C(=CN2)C)CNC(=O)[C@@H]2N(CCC2)C